CC1=CN=CC=2CN(CCOC21)C(=O)OC(C)(C)C tert-Butyl 9-methyl-3,5-dihydro-2H-pyrido[3,4-f][1,4]oxazepine-4-carboxylate